BrCC1=NC=CN=C1C(F)(F)F (bromomethyl)-3-(trifluoromethyl)pyrazine